FC1=C(C(=CC=2C3=C(NC12)C=CN=C3)F)C=3C=NC(=CC3)F 6,8-difluoro-7-(6-fluoro-3-pyridinyl)-5H-pyrido[4,3-b]indole